4-(5-chloro-2-((1-(4-nitrobenzyl)-1H-pyrazol-4-yl)amino)pyrimidin-4-yl)-1H-pyrazole-1-carboxylic acid tert-butyl ester C(C)(C)(C)OC(=O)N1N=CC(=C1)C1=NC(=NC=C1Cl)NC=1C=NN(C1)CC1=CC=C(C=C1)[N+](=O)[O-]